FC(C1=CC=C(C=C1)C1=C2C(=C(N=N1)N[C@H]1CN(CCC1)C)C=NC=C2)F (R)-1-(4-(difluoromethyl)phenyl)-N-(1-methylpiperidin-3-yl)pyrido[3,4-d]pyridazin-4-amine